BrC=1C=CC(=NC1)C=O 5-bromopicolinaldehyde